N1(CCC1)C1=CC=C2[C@@]3(CC=4C(=NOC4C2=C1)NS(=O)(=O)C=1C(=NC=CC1OC)OC)[C@@H](C3)C |o1:8,31| rel-N-((1S,2R)-8'-(azetidin-1-yl)-2-methyl-4'H-spiro[cyclopropane-1,5'-naphtho[2,1-d]isoxazol]-3'-yl)-2,4-dimethoxypyridine-3-sulfonamide